2-chloro-5-{[(2,2-dimethylpropionyl)amino]methyl}-N-{1-[6-(ethoxymethyl)pyridin-3-yl]-1H-indazol-4-yl}benzamide hydrochloride Cl.ClC1=C(C(=O)NC2=C3C=NN(C3=CC=C2)C=2C=NC(=CC2)COCC)C=C(C=C1)CNC(C(C)(C)C)=O